2-chloro-5-fluoro-6-(7-methoxy-6-(1,1,1-trifluoro-2-hydroxypropan-2-yl)imidazo[1,2-b]pyridazin-3-yl)nicotinonitrile ClC1=C(C#N)C=C(C(=N1)C1=CN=C2N1N=C(C(=C2)OC)C(C(F)(F)F)(C)O)F